Tert-butyl N-[6-[[tert-butoxycarbonyl (2,6-dichloro-3,5-dimethoxy-phenyl)carbamoyl]methyl-amino]pyrimidin-4-yl]-N-[4-(8-ethyl-5,8-diazaspiro[2.5]octan-5-yl)-2-nitro-phenyl]carbamate C(C)(C)(C)OC(=O)N(C(=O)CNC1=CC(=NC=N1)N(C(OC(C)(C)C)=O)C1=C(C=C(C=C1)N1CC2(CC2)N(CC1)CC)[N+](=O)[O-])C1=C(C(=CC(=C1Cl)OC)OC)Cl